CCCCCCCC/C=C\CCCCCCCC(=O)OC[C@H](COP(=O)(O)OCC(CO)O)OC(=O)CCCCCCC/C=C\CCCCCCCC 1,2-Dioleoyl-sn-glycero-3-phospho-rac-1-glycerol